FC(C1=CC=C(C=C1)N1N=CC(=C1)C#CC(=O)N1CCN(CC1)C(=O)OC(C)(C)C)(F)F tert-butyl 4-(3-{1-[4-(trifluoromethyl)phenyl]-1H-pyrazol-4-yl}prop-2-ynoyl)piperazine-1-carboxylate